(E)-ethyl-4-(4-(cinnamoyloxy)-3-methoxyphenyl)-6-methyl-2-thioxo-1,2,3,4-tetrahydropyrimidine-5-carboxylate C(C)OC(=O)C=1C(NC(NC1C)=S)C1=CC(=C(C=C1)OC(\C=C\C1=CC=CC=C1)=O)OC